ethyl 6-(1-aminopiperidin-4-yl)-1-(4-methoxyphenyl)-7-oxo-4,5,6,7-tetrahydro-1H-pyrazolo[3,4-c]pyridine-3-carboxylate NN1CCC(CC1)N1C(C2=C(CC1)C(=NN2C2=CC=C(C=C2)OC)C(=O)OCC)=O